N-(2-oxo-2-{4-[(1r,4r)-4-(pyrimidin-2-yl)cyclohexyl]-octahydropyrrolo[3,2-b]pyrrol-1-yl}ethyl)-3-(trifluoromethyl)benzamide O=C(CNC(C1=CC(=CC=C1)C(F)(F)F)=O)N1C2C(CC1)N(CC2)C2CCC(CC2)C2=NC=CC=N2